6-(1-(4-(ethyl(methyl)amino)cyclohexyl)-5-methyl-1H-pyrazol-4-yl)-4-((3-fluoropyridin-2-yl)thio)pyrazolo[1,5-a]pyridine-3-carbonitrile C(C)N(C1CCC(CC1)N1N=CC(=C1C)C=1C=C(C=2N(C1)N=CC2C#N)SC2=NC=CC=C2F)C